C(C)(C)(C)C1=CC=C(C(=O)[O-])C=C1.C(C)(C)(C)C1=CC=C(C(=O)[O-])C=C1.C(C)(C)(C)C1=CC=C(C(=O)[O-])C=C1.[Al+3] aluminum tris(4-t-butylbenzoate)